2-(4-Methylamino-phenyl)-1H-benzoimidazole-5-carbonitrile CNC1=CC=C(C=C1)C1=NC2=C(N1)C=CC(=C2)C#N